5,15-bis[(3-ethoxy-4-carboxybutoxy)phenyl]-10,20-dibromoporphine C(C)OC(CCOC1=C(C=CC=C1)C=1C2=CC=C(N2)C(=C2C=CC(C(=C3C=CC(=C(C=4C=CC1N4)Br)N3)C3=C(C=CC=C3)OCCC(CC(=O)O)OCC)=N2)Br)CC(=O)O